2-(2-(3-((4-(dimethylphosphoryl)-2-methoxyphenyl)amino)prop-1-yn-1-yl)-7-(((Z)-3-fluoro-1-methyl-piperidin-4-yl)amino)benzo[b]thiophen-3-yl)acrylonitrile CP(=O)(C)C1=CC(=C(C=C1)NCC#CC1=C(C2=C(S1)C(=CC=C2)NC2C(CN(CC2)C)F)C(C#N)=C)OC